3-(4-((2-cyclopropylethyl)(4-oxa-1-azaspiro[5.5]undecan-9-yl)amino)-1-oxoisoindolin-2-yl)piperidine-2,6-dione C1(CC1)CCN(C1=C2CN(C(C2=CC=C1)=O)C1C(NC(CC1)=O)=O)C1CCC2(COCCN2)CC1